ClC1=C(CC=2C=CC=3C(=NC=C(N3)N3CCC(CC3)(N)C)N2)C=CC=C1Cl 1-(6-(2,3-Dichlorobenzyl)pyrido[2,3-b]pyrazin-2-yl)-4-methylpiperidin-4-amine